3-bromo-5-[(cyclopropylmethyl)amino]-1-[(3S,5R)-5-(methoxymethyl)-1-(prop-2-enoyl)pyrrolidin-3-yl]pyrazole-4-carboxamide BrC1=NN(C(=C1C(=O)N)NCC1CC1)[C@@H]1CN([C@H](C1)COC)C(C=C)=O